C(C)OP(OCC)(=O)OP(=O)(OCC)OCC.C1(=CC(=CC=C1)C)C m-xylene tetraethyl-diphosphate